(E)-3-(3,4-difluorophenyl)acrylic acid FC=1C=C(C=CC1F)/C=C/C(=O)O